ClC1=CC=C(C=C1)C1=NC(=CN=C1)NN 2-(4-chlorophenyl)-6-hydrazineylpyrazine